6-bromo-7-(difluoromethyl)-1-{3-isopropylimidazo[1,5-a]pyrazin-1-yl}-3,4-dihydro-2H-quinoline BrC=1C=C2CCCN(C2=CC1C(F)F)C=1N=C(N2C1C=NC=C2)C(C)C